N-(5-(2-(2-aminopyridin-3-yl)-5-(4-(trifluoromethyl)-1H-pyrazol-1-yl)-3H-imidazo[4,5-b]pyridin-3-yl)-2,3-dihydro-1H-inden-1-yl)-3-formyl-4-hydroxybenzamide NC1=NC=CC=C1C1=NC=2C(=NC(=CC2)N2N=CC(=C2)C(F)(F)F)N1C=1C=C2CCC(C2=CC1)NC(C1=CC(=C(C=C1)O)C=O)=O